N-((R)-chroman-3-yl)-6-(trifluoromethyl)-5,6,7,8-tetrahydroimidazo[1,2-a]pyridine-2-carboxamide O1C[C@@H](CC2=CC=CC=C12)NC(=O)C=1N=C2N(CC(CC2)C(F)(F)F)C1